6-{[(1R)-1-(4-chlorophenyl)-7-fluoro-5-[1-(4-fluorooxan-4-yl)-1-hydroxypropyl]-3-oxo-1-[(3S)-oxolan-3-yloxy]-2,3-dihydro-1H-isoindol-2-yl]methyl}pyridine-3-carbonitrile ClC1=CC=C(C=C1)[C@@]1(N(C(C2=CC(=CC(=C12)F)C(CC)(O)C1(CCOCC1)F)=O)CC1=CC=C(C=N1)C#N)O[C@@H]1COCC1